OC=1C=C(C(=O)O[C@H]2[C@H](OC3=CC(=CC(=C3C2)O)O)C2=CC(=C(C=C2)O)O)C=C(C1O)O (2R,3R)-2-(3,4-dihydroxyphenyl)-5,7-dihydroxy-chroman-3-yl 3,4,5-trihydroxybenzoate